N-methylbenzoyl-piperazine CN1C(CNCC1)C(C1=CC=CC=C1)=O